(4-((2-(sec-butyl)-4,5,6,7-tetrahydrobenzo[d]thiazol-4-yl)amino)-6-chloro-2-cyclopropylpyrimidin-5-yl)methanol C(C)(CC)C=1SC2=C(N1)C(CCC2)NC2=NC(=NC(=C2CO)Cl)C2CC2